lithium 2-[1-(2-cyanophenyl)-1-[1-[2-(dimethylamino) ethyl] pyrazol-4-yl] propan-2-yl]-5-methoxy-1-methyl-6-oxopyrimidine-4-carboxylate C(#N)C1=C(C=CC=C1)C(C(C)C=1N(C(C(=C(N1)C(=O)[O-])OC)=O)C)C=1C=NN(C1)CCN(C)C.[Li+]